BrC=1C=C(C=C2NC(C(=NC12)C)=O)C(=O)OCC Ethyl 8-bromo-2-methyl-3-oxo-3,4-dihydroquinoxaline-6-carboxylate